Sodium Nitrogen (3-((R)-1-amino-8-azaspiro[4.5]decan-8-yl)-6-(2,3-dichlorophenyl)-5-methylpyrazin-2-yl)ethan-1-ol N[C@@H]1CCCC12CCN(CC2)C=2C(=NC(=C(N2)C)C2=C(C(=CC=C2)Cl)Cl)C(C)O.[N].[Na]